N-((1S)-1-(5-((5-Cyclopropyl-2,3-dihydro-1H-inden-2-yl)amino)pyridin-2-yl)-2,2,2-trifluoroethyl)-N-methyltetrahydro-2H-thiopyran-4-carboxamide 1,1-dioxide C1(CC1)C=1C=C2CC(CC2=CC1)NC=1C=CC(=NC1)[C@@H](C(F)(F)F)N(C(=O)C1CCS(CC1)(=O)=O)C